C(C1=CC=CC=C1)OCC(CCC=1C=C2C(=NC=NN2C1)C1=CC(=C(C=C1)CNC(OC(C)(C)C)=O)C)(F)F tert-butyl N-[[4-[6-(4-benzyloxy-3,3-difluoro-butyl)pyrrolo[2,1-f][1,2,4]triazin-4-yl]-2-methyl-phenyl]methyl]carbamate